NC1=NN(C2=C1C=NC(=C2)CC(=O)N)C2=NC(=NC(=C2)C)C(C)(F)F (3-amino-1-(2-(1,1-difluoroethyl)-6-methylpyrimidin-4-yl)-1H-pyrazolo[4,3-c]pyridin-6-yl)acetamide